COC1CCC(CC1)CN[C@H]1[C@H](CCCC1)OC=1C=C2CN(C(C2=CC1)=O)C1C(NC(CC1)=O)=O 3-(5-(((1S,2R)-2-((((1s,4S)-4-methoxycyclohexyl)methyl)amino)cyclohexyl)oxy)-1-oxoisoindolin-2-yl)piperidine-2,6-dione